ethyl 3-bromo-2-oxo-propanoate BrCC(C(=O)OCC)=O